C(CCCCCCC\C=C\CCCCCCCC)(=O)OCC(OC(CCCCCCC\C=C\CCCCCCCC)=O)COC(CCCCCCC\C=C\CCCCCCCC)=O glycerol trielaidate